CC1=C(C=CC(=C1)C)C(\C=C\C1=CC(=C(C=C1)O)OCC)=O (E)-1-(2,4-Dimethylphenyl)-3-(3-ethoxy-4-hydroxyphenyl)prop-2-en-1-one